COC(=O)C=1N(C=C(C1)C(C1=C(C=CC(=C1)F)O)=O)C methyl-4-(5-fluoro-2-hydroxybenzoyl)-1H-pyrrole-2-carboxylic acid methyl ester